Cl\C(=C/[C@@H]1C([C@@H]1C(=O)OCC1=C(C(=CC(=C1C)F)F)C)(C)C)\C(F)(F)F 3,5-difluoro-2,6-dimethylbenzyl (1RS)-cis-3-[(Z)-2-chloro-3,3,3-trifluoro-1-propenyl]-2,2-dimethylcyclopropanecarboxylate